5-[[4-(2-hydroxyethyl)phenoxy]methyl]-3-methyl-1-phenyl-pyrazole OCCC1=CC=C(OCC2=CC(=NN2C2=CC=CC=C2)C)C=C1